FC=1C=C(C=C(C1)F)[SH+]C1=CC(=CC(=C1)F)F bis(3,5-difluorophenyl)sulfonium